2,2-dimethyl-but-3-enoic acid CC(C(=O)O)(C=C)C